C(C)C1=C(N=C2N1C=C(C=C2C2=C(C=CC=C2)OCC(F)(F)F)Cl)C(=O)O.OC2=CC=C(C=C2)NCC(=O)O D-p-hydroxyphenyl-glycine ethyl-6-chloro-8-(2-(2,2,2-trifluoroethoxy)phenyl)imidazo[1,2-a]pyridine-2-carboxylate